CN1N=CC(=C1)N1C(CCC1)=O 1-(1-methylpyrazol-4-yl)pyrrolidin-2-one